N'-[7-(5-methyl-1,2,4-oxadiazol-3-yl)-1-isoquinolyl]-ethane-1,2-diamine CC1=NC(=NO1)C1=CC=C2C=CN=C(C2=C1)NCCN